2-bromo-N7-indan-2-yl-pyrazolo[1,5-a]pyrimidine-3,7-dicarboxamide BrC1=NN2C(N=CC=C2C(=O)NC2CC3=CC=CC=C3C2)=C1C(=O)N